(2R,5S)-6,6,6-trifluoro-5-hydroxy-5-methylhexan FC([C@@](CCCC)(C)O)(F)F